BrC1=CN=C2N1C=C(N=C2CC2=C(C=CC(=C2)F)F)C2=NC(=C(C(=N2)O)F)C 2-{3-bromo-8-[(2,5-difluorophenyl)methyl]imidazo[1,2-a]pyrazin-6-yl}-5-fluoro-6-methylpyrimidin-4-ol